CC=1C=C(C=CC1OC1=CC2=C(N(C=N2)C)C=C1)NC=1C2=C(N=CN1)C=CC(=N2)C=CC=2C=C(C=CC2)NC(C=C)=O N-(3-(2-(4-((3-methyl-4-((1-methyl-1H-benzo[d]imidazol-5-yl)oxy)phenyl)amino)pyrido[3,2-d]pyrimidin-6-yl)vinyl)phenyl)acrylamide